O=C1C[C@H](CN1C1CCNCC1)OC(=O)N1CCN(CC1)C1=NC=2N(C=C1)N=CC2C=2C(=NC=CC2)OC2CC2.C21(CC3CC(CC(C2)C3)C1)P(CCCC)C13CC2CC(CC(C1)C2)C3 bis(adamantan-1-yl)(butyl)phosphine (R)-5-Oxo-1-(piperidin-4-yl)pyrrolidin-3-yl-4-(3-(2-cyclopropoxypyridin-3-yl)pyrazolo[1,5-a]pyrimidin-5-yl)piperazine-1-carboxylate